ClC1=C(C2=C(OCO2)C=C1)NC1=NC=NC=C1 4-[(5-chloro-1,3-benzodioxol-4-yl)amino]pyrimidin